BrC1=CC=CC=C1 4-Bromobenzen